C(C)(C)(C)C1=NC=C(C=C1OC)P(=O)(C)C tert-butyl-(5-(dimethylphosphoryl)-3-methoxypyridine)